3-methoxybenzoylamino-piperidine-1-carboxylic acid tert-butyl ester C(C)(C)(C)OC(=O)N1C(CCCC1)NC(C1=CC(=CC=C1)OC)=O